CN(C(=O)N(CC)C1=CC=CC=C1)C1=CC=CC=C1 N-methylphenyl-N'-ethylphenyl-urea